(1R,2R)-N-(8-Amino-6-(4-ethylpyridin-3-yl)cinnolin-3-yl)-2-fluorocyclopropanecarboxamide NC=1C=C(C=C2C=C(N=NC12)NC(=O)[C@@H]1[C@@H](C1)F)C=1C=NC=CC1CC